N-[5-[4-[(4,4-difluoropyrrolidin-3-yl)oxymethyl]-2-methyl-pyrazol-3-yl]pyrazolo[1,5-a]pyridin-2-yl]cyclopropanecarboxamide FC1(C(CNC1)OCC1=C(N(N=C1)C)C1=CC=2N(C=C1)N=C(C2)NC(=O)C2CC2)F